1-allyl-3-hexylimidazole bistrifluoromethanesulfonimide salt [N-](S(=O)(=O)C(F)(F)F)S(=O)(=O)C(F)(F)F.C(C=C)N1CN(C=C1)CCCCCC